Bromo-7-chloro-2-(ethylthio)-8-fluoro-4-methoxypyrido[4,3-d]pyrimidine BrC1=NC(=C(C=2N=C(N=C(C21)OC)SCC)F)Cl